N1(CCCC1)C(COC(CN(C(C)C)C)C)C 2-[2-(1-pyrrolidinyl)propoxy]propyl-N-methyl-N-isopropyl-amine